C(#N)[C@H](C[C@@H]1C(NCC1)=O)NC(=O)[C@H]1N([C@H]2CC([C@@H]1CC2)(F)F)C(=O)C=2NC1=CC=CC(=C1C2)OC (1R,3S,4R)-N-((S)-1-cyano-2-((R)-2-oxopyrrolidin-3-yl)ethyl)-5,5-difluoro-2-(4-methoxy-1H-indole-2-carbonyl)-2-azabicyclo[2.2.2]octane-3-carboxamide